9-[(1,1'-biphenyl)-2-yl]-4-(4,4,5,5-tetramethyl-1,3,2-dioxaborolan-2-yl)-9H-carbazole C1(=C(C=CC=C1)N1C2=CC=CC=C2C=2C(=CC=CC12)B1OC(C(O1)(C)C)(C)C)C1=CC=CC=C1